5-fluoro-N-isopropyl-N-((R)-tetrahydrofuran-3-yl)benzamide FC=1C=CC=C(C(=O)N([C@H]2COCC2)C(C)C)C1